CS(=O)(=O)C1=CC=C(CNC(=O)C=2C(N(C(=C(C2)C=2OC(=NN2)O)C)C2=CC(=CC=C2)C(F)(F)F)=O)C=C1 5-(5-hydroxy-[1,3,4]oxadiazol-2-yl)-6-methyl-2-oxo-1-(3-trifluoromethylphenyl)-1,2-dihydro-pyridine-3-carboxylic acid 4-methanesulfonyl-benzylamide